2-(6-(((1s,2s,3r,5r)-2-fluoro-9-azabicyclo[3.3.1]non-3-yl)oxy)pyridazin-3-yl)-5-(pyrazolo[1,5-a]pyridin-3-yl)phenol F[C@H]1[C@@H]2CCC[C@H](C[C@H]1OC1=CC=C(N=N1)C1=C(C=C(C=C1)C=1C=NN3C1C=CC=C3)O)N2